N-cyclopropyl-7-[5-(3,5-dichloro-4-fluorophenyl)-4,5-dihydro-5-(trifluoromethyl)-3-isoxazolyl]furo[3,2-c]pyridine-4-carboxamide C1(CC1)NC(=O)C1=NC=C(C2=C1C=CO2)C2=NOC(C2)(C(F)(F)F)C2=CC(=C(C(=C2)Cl)F)Cl